ethyl 2-(4-(4-(3-amino-6-(2-hydroxyphenyl)pyridazin-4-yl)phenyl)-1H-pyrazol-1-yl)-3-methylbutanoate NC=1N=NC(=CC1C1=CC=C(C=C1)C=1C=NN(C1)C(C(=O)OCC)C(C)C)C1=C(C=CC=C1)O